racemic-1-(3-fluorophenyl)-1,2,3,4-tetrahydroisoquinoline FC=1C=C(C=CC1)[C@H]1NCCC2=CC=CC=C12 |r|